COC1=C(CNC2=NC(=NC=C2C(=O)N)NC=2C=NN(C2)C)C=CC=C1OC 4-[(2,3-dimethoxybenzyl)amino]-2-[(1-methyl-1H-pyrazol-4-yl)amino]pyrimidin-5-carboxamide